5,6-diphenylpyrazine-2-amine C1(=CC=CC=C1)C=1N=CC(=NC1C1=CC=CC=C1)N